O1NC(C=2C1=CN=CC2)=O isoxazolo[5,4-c]pyridin-3-one